1-[[5-(4-bromo-2,6-dichloro-phenoxy)-2-methoxy-phenyl]sulfonylamino]cyclopropanecarboxylic acid methyl ester COC(=O)C1(CC1)NS(=O)(=O)C1=C(C=CC(=C1)OC1=C(C=C(C=C1Cl)Br)Cl)OC